Cl.FC(C1=NC2=CC=C(C=C2C=C1)N)(F)F 2-(trifluoromethyl)quinolin-6-amine hydrochloride